Cl.Cl.C(C)(C)NS(=O)(=O)C1=CC=C2C(CN(C2=C1)C(CN1[C@H](CN[C@@H](C1)C)COC)=O)(C)C 1-[2-((2R,5R)-2-Methoxymethyl-5-methyl-piperazin-1-yl)-acetyl]-3,3-dimethyl-2,3-dihydro-1H-indole-6-sulfonic acid isopropylamide dihydrochloride salt